[(3aS,4S,6aR)-4-[(6-bromopyridazin-3-yl)amino]spiro[1,3,3a,4,6,6a-hexahydrocyclopenta[c]pyrrole-5,1'-cyclopropan]-2-yl]-(6,7-dihydro-4H-thieno[3,2-c]pyran-2-yl)methanone BrC1=CC=C(N=N1)N[C@H]1[C@H]2[C@H](CN(C2)C(=O)C2=CC=3COCCC3S2)CC12CC2